C1(=CC=C(C=C1)C(CCS(=O)(=N)CC[C@@H](C(=O)OC(C)(C)C)NC(=O)OC(C)(C)C)(C(F)(F)F)O)C1=CC=CC=C1 tert-butyl (2s)-4-(3-([1,1'-biphenyl]-4-yl)-4,4,4-trifluoro-3-hydroxybutylsulfonimidoyl)-2-((tert-butoxycarbonyl)amino)butanoate